NC1=C2N=CN(C2=NC(=N1)Cl)[C@H]1[C@H]([C@@H]([C@H](O1)CO[Si](C1=CC=CC=C1)(C1=CC=CC=C1)C(C)(C)C)O)F (2R,3R,4S,5R)-5-(6-amino-2-chloro-9H-purin-9-yl)-2-(((tert-butyldiphenylsilyl)oxy)methyl)-4-fluorotetrahydrofuran-3-ol